CN(C)CC1=NC=CC(=C1)N(CC1=CC=C(C=C1)N1CCOCC1)CC1=CC(=CC=C1)OC 2-((dimethylamino)methyl)-N-(3-methoxybenzyl)-N-(4-morpholinobenzyl)pyridin-4-amine